1'-C-Cyanouridine C(#N)[C@@]1([C@H](O)[C@H](O)[C@@H](CO)O1)N1C(=O)NC(=O)C=C1